C1=2C=C(C=CC2CC1)[C@H]([C@H]1O[C@H]([C@@H]([C@@H]1O)O)N1C=CC2=C1N=CN=C2C=C)O (2R,3S,4R,5R)-2-((R)-bicyclo[4.2.0]octa-1(6),2,4-trien-3-yl(hydroxy)methyl)-5-(4-vinyl-7H-pyrrolo[2,3-d]pyrimidin-7-yl)tetrahydrofuran-3,4-diol